C(#CCCCCCCCCCCCCCCCCCCCC)O docosynol